5-(tetrahydro-2H-pyran-4-yl)-1H-indole-2-carboxylic acid O1CCC(CC1)C=1C=C2C=C(NC2=CC1)C(=O)O